NC1=NC=CC2=C1C(=NN2C2C[C@@H](N(C2)C(=O)OC(C)(C)C)COC)I tert-butyl (2R)-4-[4-amino-3-iodopyrazolo[4,3-c]pyridin-1-yl]-2-(methoxymethyl)pyrrolidine-1-carboxylate